2-{4-[(1E)-1-(hydroxyimino)-2,3-dihydro-1H-inden-5-yl]-3-(pyridin-4-yl)-1H-pyrazol-1-yl}ethan-1-ol O\N=C\1/CCC2=CC(=CC=C12)C=1C(=NN(C1)CCO)C1=CC=NC=C1